C1(CC1)C=1C(=CC(=C(C(=O)O)C1)F)COCC1(CN(C1)C(C)C1=CC(=CC(=C1)F)Cl)F 5-cyclopropyl-4-(((1-(1-(3-chloro-5-fluorophenyl)ethyl)-3-fluoroazetidin-3-yl)methoxy)methyl)-2-fluorobenzoic acid